3-hydroxytricyclo(3.3.1.13,7)decan-1-yl methacrylate C(C(=C)C)(=O)OC12CC3(CC(CC(C1)C3)C2)O